1-(6-bromoindolin-1-yl)-7-hydroxyheptan-1-one BrC1=CC=C2CCN(C2=C1)C(CCCCCCO)=O